C1(CCCCCC1)NC(C(CC1CCN(CC1)C)N(C(CCCCCCCCCC)=O)CC(CCCCCCCCCC)CCCCCCCC)=O N-(1-(cycloheptylamino)-3-(1-methylpiperidin-4-yl)-1-oxopropan-2-yl)-N-(2-octyldodecyl)undecanamide